ClC1=CC(=CC=2CN(CCOC21)CC=2C=NC(=NC2)OC)N2C=CC=1C2=NC=C(C1)F 9-chloro-7-(5-fluoro-1H-pyrrolo[2,3-b]pyridin-1-yl)-4-((2-methoxypyrimidin-5-yl)methyl)-2,3,4,5-tetrahydrobenzo[f][1,4]oxazepine